6-formyl-2,3-dihydrobenzo[b][1,4]dioxin-2-carbonitrile C(=O)C1=CC2=C(OC(CO2)C#N)C=C1